(3'S,4'S)-5-bromo-3'-(3,4-dihydroxybenzoyl)-4'-(2,5-dimethoxyphenyl)-1'-methylspiro[indoline-3,2'-pyrrolidin]-2-one BrC=1C=C2C(=CC1)NC(C21N(C[C@@H]([C@@H]1C(C1=CC(=C(C=C1)O)O)=O)C1=C(C=CC(=C1)OC)OC)C)=O